CN(C(CCCCCCCCC)CCCCCCCCCCC\C=C/CCCCCCCC)C (22Z)-N,N-dimethylhentriacont-22-en-10-amine